ClC1=CC(=C(C=C1OC)N1C(N(C(=CC1=O)C(C)(F)F)C)=O)F 3-(4-Chloro-2-fluoro-5-methoxyphenyl)-6-(1,1-difluoroethyl)-1-methylpyrimidin-2,4(1H,3H)-dion